N[C@H](CC=C)[C@H]1O[C@@H]([C@@H]([C@H]([C@H]1O)O)O)SCCC=C (2R,3R,4S,5R,6R)-2-((R)-1-aminobut-3-en-1-yl)-6-(but-3-en-1-ylthio)tetrahydro-2H-pyran-3,4,5-triol